1-methoxy-1-tert-amylperoxycyclohexane COC1(CCCCC1)OOC(C)(C)CC